(2'-(methoxymethoxy)-3',5'-di-tert-amyl-[1,1'-biphenyl]-2-yl)lithium COCOC1=C(C=C(C=C1C(C)(C)CC)C(C)(C)CC)C1=C(C=CC=C1)[Li]